7-((S)-2-(1-cyclopropyl-1H-pyrazol-4-yl)morpholino)-5-(2,4-difluorophenyl)-6-fluoro-2,3-dihydropyrrolo[2,1-b]quinazolin-9(1H)-one C1(CC1)N1N=CC(=C1)[C@@H]1OCCN(C1)C1=CC=2C(N3C(=NC2C(=C1F)C1=C(C=C(C=C1)F)F)CCC3)=O